N,N'-bis(3-methylenehepta-4,6-dien-1-yl)diazepane C=C(CCN1N(CCCCC1)CCC(C=CC=C)=C)C=CC=C